BrC1=NC(=CC=C1)C1=CC(=CC=C1)Br 2-bromo-6-(3-bromophenyl)pyridine